FC1=C(O[C@@H]2C[C@@]3([C@@H](CN(C3)C[C@@H](O)C3=CC4=C(NC(O4)=O)C=C3)C2)O)C=CC=C1 6-((S)-2-((3aS,5S,6aR)-5-(2-fluorophenoxy)-3a-hydroxyhexahydrocyclopenta[c]pyrrol-2(1H)-yl)-1-hydroxyethyl)benzo[d]oxazol-2(3H)-one